C(C1=CC=CC=C1)OC[C@@H](C(=O)O)NC(=O)OC(C)(C)C (S)-3-(benzyloxy)-2-(tert-butoxycarbonylamino)propionic acid